BrC1=CC(=C(C=C1)NC=1C=NC=C(C1C)CC1=C(C(=NC=C1)NS(NC)(=O)=O)F)F N-(4-bromo-2-fluorophenyl)-5-({3-fluoro-2-[(methylsulfamoyl)amino]pyridin-4-yl}methyl)-4-methylpyridin-3-amine